FC=1C=C2CCO[C@@H](C2=CC1)[C@@H]1NCCC1 (R)-2-((S)-6-fluoroisochroman-1-yl)pyrrolidine